N-[3-[(2,3-dihydroxypropyl)(3-butyloxypropyl)amino]propyl]isostearamide OC(CN(CCCNC(CCCCCCCCCCCCCCC(C)C)=O)CCCOCCCC)CO